2-methyl-2-ethyl-1-pentanol CC(CO)(CCC)CC